1-(((3S)-1-((3-cyano-1-azetidinyl)sulfonyl)-3-piperidinyl)carbonyl)-N-((1R)-5-fluoro-6-methoxy-2,3-dihydro-1H-inden-1-yl)-D-prolinamide C(#N)C1CN(C1)S(=O)(=O)N1C[C@H](CCC1)C(=O)N1[C@H](CCC1)C(=O)N[C@@H]1CCC2=CC(=C(C=C12)OC)F